(1s,2s)-2-fluoro-N-(3-fluoro-6-(3-fluoro-2-methylphenyl)imidazo[1,2-a]pyridin-2-yl)cyclopropane-1-carboxamide F[C@@H]1[C@@H](C1)C(=O)NC=1N=C2N(C=C(C=C2)C2=C(C(=CC=C2)F)C)C1F